[C@H]12OC[C@H](N(C1)C1=NC(=C(C(=O)NC3=CC(=CC=C3)S(NC(C)(C)C)(=O)=O)C=C1)N1CCC3(CC3)CC1)C2 6-((1R,4R)-2-oxa-5-azabicyclo[2.2.1]hept-5-yl)-N-(3-(N-(tert-butyl)sulfamoyl)phenyl)-2-(6-azaspiro[2.5]oct-6-yl)nicotinamide